1-(5-fluoro-1-methyl-6-piperazin-1-yl-indazol-3-yl)hexahydropyrimidine-2,4-dione hydrochloride Cl.FC=1C=C2C(=NN(C2=CC1N1CCNCC1)C)N1C(NC(CC1)=O)=O